2-butyl-1-(4-((octylamino)methyl)benzyl)-1H-imidazo[4,5-c]quinolin-4-amine C(CCC)C=1N(C2=C(C(=NC=3C=CC=CC23)N)N1)CC1=CC=C(C=C1)CNCCCCCCCC